CN1CCN(CC1)CC1=CC=C(C(=O)Cl)C=C1 4-(4-methylpiperazin-1-ylmethyl)benzoyl chloride